1-(benzo[d]oxazol-6-yl)propan-2-amine O1C=NC2=C1C=C(C=C2)CC(C)N